indium selenide [In]=[Se]